4-cyclopropyl-5-(4,4,5,5-tetramethyl-1,3,2-dioxaborolan-2-yl)-6-(trideuteriomethoxy)pyrimidine C1(CC1)C1=NC=NC(=C1B1OC(C(O1)(C)C)(C)C)OC([2H])([2H])[2H]